tri(4,4-bis(mercaptomethylthio)-3-thiabutyl)methane SCSC(SCCC(CCSC(SCS)SCS)CCSC(SCS)SCS)SCS